(3R,6S)-N'-(2-amino-5-fluoro-7-methoxyquinazolin-4-yl)-1-(1-(2-hydroxy-2-methylpropyl)-1H-pyrazol-4-yl)-6-methylpiperidine-3-carbohydrazide NC1=NC2=CC(=CC(=C2C(=N1)NNC(=O)[C@H]1CN([C@H](CC1)C)C=1C=NN(C1)CC(C)(C)O)F)OC